tert-Butyl N-(1,3-benzodioxol-5-yl)carbamate O1COC2=C1C=CC(=C2)NC(OC(C)(C)C)=O